FC1=C(C=CC=C1)S(=O)(=O)N1CCC2(CC(CO2)NC[C@@H](COC=2C=C(C=CC2)S(=O)(=O)NC)O)CC1 3-((2S)-3-(8-(2-fluorophenylsulfonyl)-1-oxa-8-azaspiro[4.5]decan-3-ylamino)-2-hydroxypropoxy)-N-methylbenzenesulfonamide